C1(C=CC(N1)=O)=N maleic acid imide imide